N-[2-chloro-3-(4,4,5,5-tetramethyl-1,3,2-dioxaborolan-2-yl)phenyl]-5-(dimethoxymethyl)pyridine-2-carboxamide ClC1=C(C=CC=C1B1OC(C(O1)(C)C)(C)C)NC(=O)C1=NC=C(C=C1)C(OC)OC